ClC1=NC=C(C(=N1)N[C@H](C)C1=CC=C(C=C1)C=1N(C=C(N1)C(F)(F)F)CC)[N+](=O)[O-] 2-chloro-5-nitro-N-[(1R)-1-[4-[1-ethyl-4-(trifluoromethyl)imidazol-2-yl]phenyl]ethyl]pyrimidin-4-amine